5-methyl-2-(methylthio)-5,6,7,8-tetrahydropyrido[4,3-d]Pyrimidine CC1NCCC=2N=C(N=CC21)SC